(S)-4-amino-2-(1-(3-ethoxy-4-methoxyphenyl)-2-(methylsulfonyl)ethyl)-6-fluoroisoindoline-1,3-dione NC1=C2C(N(C(C2=CC(=C1)F)=O)[C@H](CS(=O)(=O)C)C1=CC(=C(C=C1)OC)OCC)=O